2-(N-hexanoylamino)-4-octadecene-1,3-diol C(CCCCC)(=O)NC(CO)C(C=CCCCCCCCCCCCCC)O